C(#N)C1=NC=C(C=N1)C=1C(=CC(=C(C1)NC(=O)C1=CNC(C=C1C(F)(F)F)=O)N1C[C@H](N(CC1)C)C)F |r| N-[5-(2-cyanopyrimidin-5-yl)-4-fluoro-2-[rac-(3R)-3,4-dimethylpiperazin-1-yl]phenyl]-6-oxo-4-(trifluoromethyl)-1H-pyridine-3-carboxamide